C(C)(C)(C)OC(NC[C@H]1C[C@H]([C@@H]2OC(O[C@@H]21)(C)C)N2C=C(C1=C2N=CN=C1N)CCCCBr)=O tert-butyl-N-{[(3aR,4R,6R,6aS)-6-[4-amino-5-(4-bromobutyl)pyrrolo[2,3-d]pyrimidin-7-yl]-2,2-dimethyl-tetrahydro-3aH-cyclopenta[d][1,3]dioxol-4-yl]methyl}carbamate